CC1(OB(OC1(C)C)C=1C=CC(=NC1)C1CCC2(CCN(C2)C(=O)OC(C)(C)C)CC1)C tert-butyl 8-[5-(4,4,5,5-tetramethyl-1,3,2-dioxaborolan-2-yl)-2-pyridyl]-2-azaspiro[4.5]decane-2-carboxylate